6-(5-CHLORO-2-METHOXYPHENYL)-N-[(2,4-DIMETHOXYPHENYL)METHYL]-3-METHYLISOQUINOLIN-1-AMINE ClC=1C=CC(=C(C1)C=1C=C2C=C(N=C(C2=CC1)NCC1=C(C=C(C=C1)OC)OC)C)OC